(2-(trifluoromethoxy)pyridin-4-yl)methylamine FC(OC1=NC=CC(=C1)CN)(F)F